S(=O)(=O)=CCOS(=O)(=O)O sulfonylethyl-hydrogensulphate